CC1CCNCC1 4-methyl-piperidine